mono(p-(1,1,3,3-tetramethyl-butyl)phenyl)ether CC(CC(C)(C)C)(C)C1=CC=C(C=C1)OC1=CC=C(C=C1)C(CC(C)(C)C)(C)C